FC1(CCN(CC1)C(=O)OC(C)(C)C)COS(=O)(=O)C tert-Butyl 4-fluoro-4-(methylsulfonyloxymethyl)piperidine-1-carboxylate